N[C@@H](C(=O)NCCNC(C1=C(C=C(C=C1)NC=1C=2N(C=CN1)C(=CN2)C2=C(C(=C(C=C2)OC2=NC=C(C=C2)F)F)F)CC)=O)CCCNC(=N)N N-[2-[[(2R)-2-amino-5-guanidino-pentanoyl]amino]ethyl]-4-[[3-[2,3-difluoro-4-[(5-fluoro-2-pyridyl)oxy]phenyl]imidazo[1,2-a]pyrazin-8-yl]amino]-2-ethyl-benzamide